5-(6-Hydroxybenzo[d]thiazol-2-yl)-4-thia-6-azaspiro[2.4]hept-5-en OC1=CC2=C(N=C(S2)C=2SC3(CC3)CN2)C=C1